CN(S(=O)(=O)C=1C=NC=CC1)C N,N-dimethylpyridine-3-sulfonamide